tert-butyl {[6-(benzyloxy)-7-bromo-8-fluoro-1,2,3,4-tetrahydronaphthalen-2-yl]methyl}carbamate C(C1=CC=CC=C1)OC=1C=C2CCC(CC2=C(C1Br)F)CNC(OC(C)(C)C)=O